N-[(1s,4s)-4-{[2-(difluoromethyl)imidazo[1,2-a]pyridin-5-yl]amino}cyclohexyl]-2-[(2,2,2-trifluoroethyl)amino]benzamide FC(C=1N=C2N(C(=CC=C2)NC2CCC(CC2)NC(C2=C(C=CC=C2)NCC(F)(F)F)=O)C1)F